C(C)(=O)O[C@@H]1[C@@H](OCCNC(=O)OC(C)(C)C)O[C@@H]([C@H]([C@@H]1OC)OCC1=CC=CC=C1)C 2-[N-(tert-butoxycarbonyl)amino]ethyl 2-O-Acetyl-4-O-benzyl-3-O-methyl-α-D-rhamnopyranoside